BrC=1C2=C(SC1)C=C(C=C2)N(C2=CC=C(C=C2)C(C)(C)C)C2=CC=C(C=C2)C(C)(C)C 3-bromo-N,N-bis(4-(tert-butyl)phenyl)benzo[b]-thiophen-6-amine